2-(3-fluorobenzamido)butanoic acid FC=1C=C(C(=O)NC(C(=O)O)CC)C=CC1